2-bromo-4-(trifluoromethoxy)aniline BrC1=C(N)C=CC(=C1)OC(F)(F)F